NC1=C2N=C(N(C2=NC(=N1)OCC)CC1=C(C=C(C=C1)CNCC1=CC=C(C=C1)CN1CCC(CC1)N)OC)O 6-amino-9-(4-(((4-((4-aminopiperidin-1-yl)methyl)benzyl)amino)methyl)-2-methoxybenzyl)-2-ethoxy-9H-purin-8-ol